(3-Mercaptopropyl)-2,2'-bis(3-mercaptopropoxy)-3,3'-dimethoxybiphenyl SCCCC1=C(C(=C(C=C1)C1=C(C(=CC=C1)OC)OCCCS)OCCCS)OC